2-isothiocyanato-4-methoxy-6-methyl-3H-imidazo[4,5-c]pyridine N(=C=S)C1=NC2=C(C(=NC(=C2)C)OC)N1